3-azidotyrosine N(=[N+]=[N-])C=1C=C(C[C@H](N)C(=O)O)C=CC1O